5-(4-(9H-purin-6-yl)-3,4-dihydro-2H-1,4-thiazin-6-yl)-2-methyloxazole N1=CN=C2NC=NC2=C1N1CCSC(=C1)C1=CN=C(O1)C